(S)-1-(7-(8-chloronaphthalen-1-yl)-2-((1-methylpyrrolidin-2-yl)methoxy)-5,6,7,8-tetrahydropyrido[3,4-d]pyrimidin-4-yl)-N-methoxy-N-methylpiperidine-4-carboxamide ClC=1C=CC=C2C=CC=C(C12)N1CC=2N=C(N=C(C2CC1)N1CCC(CC1)C(=O)N(C)OC)OC[C@H]1N(CCC1)C